FC1=CC2=C(NC(=N2)N2C[C@H]([C@@H](CC2)F)NC(OC(C)(C)C)=O)C=C1F tert-butyl ((3R,4R)-1-(5,6-difluoro-1H-benzimidazol-2-yl)-4-fluoropiperidin-3-yl)carbamate